2,6-Dichlorothieno[3,2-b]pyrazin-3-amine ClC1=C(N=C2C(=N1)C=C(S2)Cl)N